ClC(C1CN(CCC1)C(=O)OC(C)(C)C)=NO tert-Butyl 3-(chloro(hydroxyimino)methyl)piperidine-1-carboxylate